5-fluoro-2-[[4-(2-methylpropoxy)benzyl]methylamino]benzamide FC=1C=CC(=C(C(=O)N)C1)N(C)CC1=CC=C(C=C1)OCC(C)C